FC=1C=C(C=C(C1C)C1=NC=CC=C1)NC(=O)N1C2CCCC1C2 N-(3-fluoro-4-methyl-5-(pyridin-2-yl)phenyl)-6-azabicyclo[3.1.1]heptane-6-carboxamide